(S)-5-((1-Benzylpyrrolidin-3-yl)(methyl)amino)-6-methyl-N-(thiazol-4-yl)pyridine-2-sulfonamide C(C1=CC=CC=C1)N1C[C@H](CC1)N(C=1C=CC(=NC1C)S(=O)(=O)NC=1N=CSC1)C